BrC=1C=CC2=C(C=C(O2)C(=O)C2=CC=CC=C2)C1 (5-bromobenzofuran-2-yl)(phenyl)methanone